ClC1=C(C=2C(=CC(=C(C2C(=C1)C(=O)O)C(=O)O)Cl)C(=O)O)C(=O)O 2,6-dichloro-naphthalene-1,4,5,8-tetracarboxylic acid